tert-butyl (1-(2-(4-(3-((2,6-dioxopiperidin-3-yl)carbamoyl)phenyl)piperazin-1-yl)acetyl)piperidin-4-yl)carbamate O=C1NC(CCC1NC(=O)C=1C=C(C=CC1)N1CCN(CC1)CC(=O)N1CCC(CC1)NC(OC(C)(C)C)=O)=O